(3-bromo-1-methyl-1H-pyrazol-4-yl)methanol BrC1=NN(C=C1CO)C